C(\C=C\CCCC)OC(CCC(=O)OCCCCCCN(CCCCCCCC(=O)OCCCCCCCCC)CCO)OC\C=C\CCCC nonyl 8-((6-((4,4-bis(((E)-hept-2-en-1-yl)oxy)butanoyl)oxy)hexyl)(2-hydroxyethyl)amino)octanoate